(E)-dibenzyl-6-nitroquinoxaline-2,3-diamine C(C1=CC=CC=C1)C1=C(C(=C2N=C(C(=NC2=C1)N)N)CC1=CC=CC=C1)[N+](=O)[O-]